BrC1=CC=C(C=C1)OCCOCCCC 1-bromo-4-(2-butoxy-ethoxy)-benzene